NN1C(C(CC1C(C)O[Si](C)(C)C(C)(C)C)OCC1=CC=CC=C1)=O 1-amino-3-benzyloxy-5-[1-[tert-butyl(dimethyl)silyl]oxyethyl]pyrrolidin-2-one